N-(3-(1-((4-Methyl-4H-1,2,4-triazol-3-yl)thio)ethyl)phenyl)isoquinoline-3-carboxamide CN1C(=NN=C1)SC(C)C=1C=C(C=CC1)NC(=O)C=1N=CC2=CC=CC=C2C1